3,11-diethyl-7-(4-fluorophenoxy)-6,8-dioxo-3,4,5,9,10,11-hexaazatridec-4,9-diene 4,10-dioxide C(C)N(CC)[N+](=NC(C(C(N=[N+](N(CC)CC)[O-])=O)OC1=CC=C(C=C1)F)=O)[O-]